CN1N=CC(=C1)C(=O)NC1=C2C(CC(C2=CC=C1)(C)C)C 1-methyl-N-(1,1,3-trimethyl-2,3-dihydro-1H-inden-4-yl)-1H-pyrazole-4-carboxamide